ClC1=CC=C(C=C1)[C@H]1C[C@@H](CO1)C1=NOC(=N1)CN1C(=NC=2NC(N(C2C1=O)C)=O)C 1-((3-((3R,5R)-5-(4-chlorophenyl)tetrahydro-furan-3-yl)-1,2,4-oxadiazol-5-yl)methyl)-2,7-dimethyl-7,9-dihydro-1H-purine-6,8-dione